methyl 3-(3-acetylphenyl)-2,2-dimethylpropanoate chloride [Cl-].C(C)(=O)C=1C=C(C=CC1)CC(C(=O)OC)(C)C